3-((5-((ethynylpyrimidin-2-yl)amino)pyrrolidin-1-yl)isoquinolin-6-yl)acrylamide 1,3-dioxoisoindolin-2-yl-3,3-difluorocyclohexane-1-carboxylate O=C1N(C(C2=CC=CC=C12)=O)C1(CC(CCC1)(F)F)C(=O)O.C(#C)C1=NC(=NC=C1)NC1CCCN1C1=NC=CC2=CC(=CC=C12)C=CC(=O)N